ClC=1C(=C(C(=CC1)N1N=NN=C1)C1=CCN2[C@@H](CCC2C1)C=1NC(=CN1)C1=C(C=CC=C1)OC(C)C)F (3S)-7-(3-Chloro-2-fluoro-6-(1H-tetrazol-1-yl)phenyl)-3-(5-(2-isopropoxyphenyl)-1H-imidazol-2-yl)-2,3,8,8a-tetrahydroindolizin